ClC=1C(N(C=C(C1)C1=CC2=C(N(C(=N2)[C@H]2N(C(C2)=O)C2=CC(=C(C=C2)F)F)[C@@H]2CC[C@H](CC2)OC)C=C1)C)=O 3-chloro-5-(2-((S)-1-(3,4-difluorophenyl)-4-oxoazetidin-2-yl)-1-((trans)-4-methoxycyclohexyl)-1H-benzo[d]imidazol-5-yl)-1-methylpyridin-2(1H)-one